N-t-butyl-N'-isopropyl-thiourea C(C)(C)(C)NC(=S)NC(C)C